rac-(3r,5s)-3-(4-bromophenyl)-5-methylmorpholine-4-carboxylic acid tert-butyl ester C(C)(C)(C)OC(=O)N1[C@@H](COC[C@@H]1C)C1=CC=C(C=C1)Br |r|